(3Z)-7,7-dimethoxy-3-hepten-1-ol COC(CC\C=C/CCO)OC